3-(3-fluorophenyl)-1,2,4-oxadiazole-5-carbonyl chloride FC=1C=C(C=CC1)C1=NOC(=N1)C(=O)Cl